O[C@H](CC)C1=CC(=C(C=N1)C1=NC=C2C=C(N=CC2=C1)NC(=O)C1CC1)C N-(7-{6-[(1R)-1-hydroxypropyl]-4-methylpyridin-3-yl}-2,6-naphthyridin-3-yl)cyclopropane-1-carboxamide